[Si](C)(C)(C(C)(C)C)OC[C@H]1N(CCC1)C(=O)C1=C(C=C(C(=C1)OC)O[Si](C(C)C)(C(C)C)C(C)C)[N+](=O)[O-] (S)-(2-(((tert-butyldimethylsilyl)oxy)methyl)pyrrolidin-1-yl)(5-methoxy-2-nitro-4-((triisopropylsilyl)oxy)phenyl)methanone